SC1=CC(=C(C(=C1)C(C)(C)C)O)CC 4-mercapto-2-ethyl-6-tert-butylphenol